8-fluoro-2,3-dihydrospiro[benzo[b][1,4,5]oxathiazepine-4,1'-cyclopropane] 1,1-dioxide FC1=CC2=C(OC3(CC3)CNS2(=O)=O)C=C1